BrC1=CC(=C2C(=NC=NC2=C1)NC1=C(C2=C(N=CS2)C=C1)F)OC1CCOCC1 N-(7-bromo-5-((tetrahydro-2H-pyran-4-yl)oxy)quinazolin-4-yl)-7-fluorobenzo[d]thiazol-6-amine